[O-2].[Ba+2].[Li+] lithium-barium oxide